N-[(3-chloro-4-fluorophenyl)-(5-methyl-4-methylsulfonyl-1H-imidazol-2-yl)methyl]-5-fluoro-4-(trifluoromethyl)pyridin-2-amine ClC=1C=C(C=CC1F)C(NC1=NC=C(C(=C1)C(F)(F)F)F)C=1NC(=C(N1)S(=O)(=O)C)C